4-[3-[2,6-Dichloro-4-(6-fluoro-2-azaspiro[3.3]heptan-2-yl)benzoyl]-2,4-dihydro-1,3-benzoxazin-8-yl]-5-fluoro-2-(3-oxa-8-azabicyclo[3.2.1]oct-8-yl)benzoic acid methyl ester COC(C1=C(C=C(C(=C1)F)C1=CC=CC=2CN(COC21)C(C2=C(C=C(C=C2Cl)N2CC1(C2)CC(C1)F)Cl)=O)N1C2COCC1CC2)=O